rac-(1R,2R,3S,4S)-3-Amino-N-(4-fluoro-3-(pentafluoro-λ6-sulfaneyl)phenyl)bicyclo[2.2.1]heptane-2-carboxamide Hydrochloride Cl.N[C@@H]1[C@@H]([C@@H]2CC[C@H]1C2)C(=O)NC2=CC(=C(C=C2)F)S(F)(F)(F)(F)F |r|